(6-(3-(2,5-Difluorophenyl)-4-methyl-1H-pyrazol-1-yl)-2-azaspiro[3.3]heptan-2-yl)(2-fluoro-5-hydroxyphenyl)methanone FC1=C(C=C(C=C1)F)C1=NN(C=C1C)C1CC2(CN(C2)C(=O)C2=C(C=CC(=C2)O)F)C1